FC1=CC=C(C=C1)N(C(N(C)C1=CC=2OC(C(=CC2S1)C(=O)O)=O)=O)C 2-(3-(4-fluorophenyl)-1,3-dimethylureido)-5-oxo-5H-thieno[3,2-b]pyran-6-carboxylic acid